O1COC2=C1C=CC(=C2)N([C@H]2[C@@H]([C@H]([C@@H]([C@H](O2)C(=O)O)O)O)O)C2=NC1=C(C=CC=C1C=C2)Cl (2S,3S,4S,5R,6R)-6-(benzo[d][1,3]dioxol-5-yl(8-chloroquinolin-2-yl)amino)-3,4,5-trihydroxytetrahydro-2H-pyran-2-carboxylic acid